N1CCC2=CC(=CC=C12)C1=CC(=NC=N1)NCCN1C(=CC2=C(C=CC(=C12)F)OC)C [6-(2,3-Dihydro-1H-indol-5-yl)-pyrimidin-4-yl]-[2-(7-fluoro-4-methoxy-2-methyl-indol-1-yl)-ethyl]-amin